4-(3,4-difluorophenyl)-5-(5-(3,5-dimethylisoxazol-4-yl)-1-((trans)-4-methoxycyclohexyl)-1H-benzo[d]imidazol-2-yl)morphine FC=1C=C(C=CC1F)C12C(C=CC=3C[C@@H]4[C@@H]5C=C[C@@H]([C@@]([C@@]5(C13)CCN4C)(O2)C2=NC4=C(N2[C@@H]2CC[C@H](CC2)OC)C=CC(=C4)C=4C(=NOC4C)C)O)O